5-Amino-3-(3-chloro-4-(2-oxo-2-((5-(1,1,1-trifluoro-2-methylpropan-2-yl)isoxazol-3-yl)amino)ethyl)phenyl)-1-isopropyl-1H-pyrazole-4-carboxamide NC1=C(C(=NN1C(C)C)C1=CC(=C(C=C1)CC(NC1=NOC(=C1)C(C(F)(F)F)(C)C)=O)Cl)C(=O)N